1-naphthyltriethoxysilane C1(=CC=CC2=CC=CC=C12)[Si](OCC)(OCC)OCC